2-methoxy-4-oxocyclobut-2-en COC=1CC(C1)=O